CC1=CC=2N(C(=C1)C(=O)C1=CC=C(C=C1)OC(F)(F)F)N=CN2 (7-methyl[1,2,4]triazolo[1,5-a]pyridine-5-yl)[4-(trifluoromethoxy)phenyl]methanone